CC(CC(CO)CCC)CC 4-methyl-2-propyl-1-hexanol